C1(CC1)CNC1=CC(=CC=C1)C1(CC1)C(F)(F)F N-(cyclopropylmethyl)-3-(1-(trifluoromethyl)cyclopropyl)aniline